2-(5-bromopyrimidin-2-yl)thiazole BrC=1C=NC(=NC1)C=1SC=CN1